3-(6-nitro-1,3-dioxo-1H-benzisoquinolin-2(3H)-yl)propionic acid [N+](=O)([O-])C=1C=C2CC(N(C(C2=C2C1C=CC=C2)=O)CCC(=O)O)=O